2-chloro-N-(5-(4,4,5,5-tetramethyl-1,3,2-dioxaborolan-2-yl)-4-(trifluoromethyl)pyridin-2-yl)acetamide ClCC(=O)NC1=NC=C(C(=C1)C(F)(F)F)B1OC(C(O1)(C)C)(C)C